CC1=NC(=NN1)C Dimethyl-1,2,4-triazol